2-Hydroxy-4'-(2-hydroxyethoxy)-2-methyl-propiophenone OC(C(=O)C1=CC=C(C=C1)OCCO)(C)C